N-(2-Hydroxy-4-(o-tolyl)-2-(trifluoromethyl)-2H-chromen-3-yl)acetamide OC1(OC2=CC=CC=C2C(=C1NC(C)=O)C1=C(C=CC=C1)C)C(F)(F)F